BrC=1C=C(C(=C(C1)N1CCN(CC1)C(C(C)C)=O)[N+](=O)[O-])NC=1SC(=NN1)C(F)F 1-[4-(5-bromo-3-{[5-(difluoromethyl)-1,3,4-thiadiazol-2-yl]amino}-2-nitrophenyl)piperazin-1-yl]-2-methylpropan-1-one